3-chloro-9-(2,4-difluorophenyl)-2-methyl-7-((2R,6R)-2-methyl-6-(1-methyl-1H-pyrazol-4-yl)tetrahydro-2H-pyran-4-yl)-4H-pyrazino[1,2-a]pyrimidin-4-one ClC1=C(N=C2N(C1=O)C=C(N=C2C2=C(C=C(C=C2)F)F)C2C[C@H](O[C@H](C2)C=2C=NN(C2)C)C)C